dimethyl-dimethylsilylene(trimethylcyclopentadienyl)(t-butylamino)titanium CC([Si](=[Ti](NC(C)(C)C)C1(C(=C(C=C1)C)C)C)C)C